3-(8-(3,4-Difluorophenyl)-2-imino-3-methyl-2,3-dihydro-1H-imidazo[4,5-c]quinolin-1-yl)-4-methylbenzonitrile FC=1C=C(C=CC1F)C1=CC=2C3=C(C=NC2C=C1)N(C(N3C=3C=C(C#N)C=CC3C)=N)C